C(C1=CC=CC=C1)OC(=O)N1[C@@H](OC(C1=C)=O)C(C)(C)C (S)-2-(tert-butyl)-4-methylene-5-oxooxazolidine-3-carboxylic acid benzyl ester